(+/-)-4-(3-(2-chloro-4-(methoxymethyl)phenyl)-1,4-oxazepan-4-yl)-6-methylpyrimidin-2-amine ClC1=C(C=CC(=C1)COC)[C@@H]1COCCCN1C1=NC(=NC(=C1)C)N |r|